2-iodo-4-methoxy-2,4-dimethylvaleronitrile IC(C#N)(CC(C)(C)OC)C